1-(3-(6-chloro-4-(trifluoromethyl)nicotinamido)-4-(3,4-dimethylpiperazin-1-yl)phenyl)-1H-1,2,3-triazole-4-carboxylate ClC1=NC=C(C(=O)NC=2C=C(C=CC2N2CC(N(CC2)C)C)N2N=NC(=C2)C(=O)[O-])C(=C1)C(F)(F)F